FC1=CC=C(C=C1)C1C2(CCN(CC2)C([C@@H](C(C)C)NC(C2=CC(=CC=C2)C(F)(F)F)=O)=O)CC(N(C1)C)=O N-((2R)-1-(7-(4-fluorophenyl)-9-methyl-10-oxo-3,9-diazaspiro[5.5]undecan-3-yl)-3-methyl-1-oxobutan-2-yl)-3-(trifluoromethyl)benzamide